FC([C@@H]1N(C[C@H](N(C1)C(C)C=1C=C2N=CC=NC2=CC1)C)C=1C=2C(N(C(C1)=O)C)=CN(N2)CC#N)F (7-((2R,5R)-2-(difluoromethyl)-5-methyl-4-(1-(quinoxalin-6-yl)ethyl)piperazin-1-yl)-4-methyl-5-oxo-4,5-dihydro-2H-pyrazolo[4,3-b]pyridin-2-yl)acetonitrile